methyl 2-[4-(hydroxymethyl)cyclohexyl]-1-methyl-6-[[6-(trifluoromethyl)pyridine-2-carbonyl]amino]benzimidazole-5-carboxylate OCC1CCC(CC1)C1=NC2=C(N1C)C=C(C(=C2)C(=O)OC)NC(=O)C2=NC(=CC=C2)C(F)(F)F